(2R)-2-(5-Fluoro-2-methoxypyridin-4-yl)-1-(7-methyl-6-(1-methyl-1H-pyrazol-4-yl)-3,4-dihydro-1H-spiro[1,8-naphthyridine-2,3'-pyrrolidin]-1'-yl)propan-1-one FC=1C(=CC(=NC1)OC)[C@H](C(=O)N1CC2(CC1)NC1=NC(=C(C=C1CC2)C=2C=NN(C2)C)C)C